1,4-dichloro-5,7-dihydrothieno[3,4-d]pyridazin ClC1=NN=C(C2=C1CSC2)Cl